6-[2-(3,5-dimethylpiperazin-1-yl)-4-fluoro-1,3-benzothiazol-6-yl]-2,8-dimethylimidazo[1,2-b]pyridazine CC1CN(CC(N1)C)C=1SC2=C(N1)C(=CC(=C2)C=2C=C(C=1N(N2)C=C(N1)C)C)F